2-{2-[(5-chloro-1H-indol-3-yl)amino]-5-(trifluoromethyl)-1H-benzo[d]imidazol-1-yl}-N,N-dimethyl-Acetamide ClC=1C=C2C(=CNC2=CC1)NC1=NC2=C(N1CC(=O)N(C)C)C=CC(=C2)C(F)(F)F